4-[3-(5-Fluoro-2-pyridyl)-1-methyl-pyrazol-4-yl]-3-isopropyl-1H-pyrazolo[3,4-b]pyridine FC=1C=CC(=NC1)C1=NN(C=C1C1=C2C(=NC=C1)NN=C2C(C)C)C